COC(=O)C1N([C@@H](CC1)CO)C(=O)OC(C)(C)C (5S)-5-(hydroxymethyl)pyrrolidine-1,2-dicarboxylic acid 1-(tert-butyl) 2-methyl ester